C(CCCCC)SCCN1CC(CCC1)C(=O)O 1-[2-(hexylsulfanyl)ethyl]piperidine-3-carboxylic acid